N-(2-aminoethyl)ethanolamine 2-oxoethyl-2-(4-formylphenoxy)acetate O=CCC(C(=O)OCCNCCN)OC1=CC=C(C=C1)C=O